4-(((3,5-difluoropyridin-2-yl)methyl)amino)-6-methylpyridin-2(1H)-one FC=1C(=NC=C(C1)F)CNC1=CC(NC(=C1)C)=O